4-(5-(difluoromethyl)-1,3,4-thiadiazol-2-yl)-N-(1-methylcyclopropyl)-8-(piperazin-1-yl)quinazoline-6-sulfonamide FC(C1=NN=C(S1)C1=NC=NC2=C(C=C(C=C12)S(=O)(=O)NC1(CC1)C)N1CCNCC1)F